C1(C=CC(N1CC1=CC=C(C=C1)O)=O)=O 4-(maleimidomethyl)phenol